copper aminoalcohol NO.[Cu]